iso-propyl-methylamine C(C)(C)NC